diphenylbutane-2,3-diimine C1(=CC=CC=C1)C(C(C(C)=N)=N)C1=CC=CC=C1